5-heptenoic acid isopropyl ester C(C)(C)OC(CCCC=CC)=O